BrC=1C=C(C=CC1F)N1C(=NOC1=O)C=1C(=NON1)NNCCNS(=O)(=O)C N-(2-(2-(4-(4-(3-bromo-4-fluorophenyl)-5-oxo-4,5-dihydro-1,2,4-oxadiazol-3-yl)-1,2,5-oxadiazol-3-yl)hydrazino)ethyl)methanesulfonamide